C(=O)(O)C([C@@H]1[C@H]([C@@H]([C@H]([C@H](O)O1)O)O)O)(O)C(=O)O dicarboxy-β-D-glucopyranose